(12S)-13-benzyl-7-chloro-12-cyclopropyl-6-fluoro-3-methylsulfonyl-10-oxa-2,4,8,13-tetraazatricyclo[7.4.1.05,14]tetradeca-1,3,5,7,9(14)-pentaene C(C1=CC=CC=C1)N1[C@H](COC=2N=C(C(=C3N=C(N=C1C32)S(=O)(=O)C)F)Cl)C3CC3